6-bromo-5-nitro-2-(2-(piperidin-1-yl)ethyl)-2H-indazole BrC=1C(=CC2=CN(N=C2C1)CCN1CCCCC1)[N+](=O)[O-]